4-(bicyclo[1.1.1]pentan-1-ylamino)-2-((1R,3R)-3-hydroxycyclohexylamino)pyrimidine-5-carboxamide C12(CC(C1)C2)NC2=NC(=NC=C2C(=O)N)N[C@H]2C[C@@H](CCC2)O